2-(piperazin-1-yl)thiazole-4-carboxylic acid ethyl ester hydrochloride Cl.C(C)OC(=O)C=1N=C(SC1)N1CCNCC1